propyl-3-fluorobiphenyl C(CC)C1=C(C=CC=C1F)C1=CC=CC=C1